F[C@@H]1CNCC[C@H]1OC1CN(C1)C1=CC=CC=2N(C(N(C21)C)=O)C2C(NC(CC2)=O)=O 3-[4-[3-[[(3R,4R)-3-Fluoro-4-piperidyl]oxy]azetidin-1-yl]-3-methyl-2-oxo-benzimidazol-1-yl]piperidine-2,6-dione